N-methyl-2-{3-[2-(2-oxa-6-azaspiro[3.3]hept-6-yl)ethoxy]phenyl}ethan-1-amine CNCCC1=CC(=CC=C1)OCCN1CC2(COC2)C1